C(C=C)(=O)OCCCCCCN(CC)C1=CC=C(C=C1)\N=N\C1=C(C=C(C=C1)[N+](=O)[O-])C#N 6-[{4-[(E)-(2-cyano-4-nitrophenyl)diazenyl]phenyl}(ethyl)amino]hexyl acrylate